5-(2-fluorophenyl)-1,3,4-thiadiazol-2-amine FC1=C(C=CC=C1)C1=NN=C(S1)N